CN(C)CNC(C=C)=O N-(N,N-dimethyl-aminomethyl)acrylamide